methyl (Z)-1-((1S,4S)-2,5-diazabicyclo[2.2.1]heptane-2-carbonyl)-3-(((4-(N-methyl-2-(4-methylpiperazin-1-yl) acetamido) phenyl) amino) (phenyl) methylene)-2-oxoindoline-6-carboxylate [C@@H]12N(C[C@@H](NC1)C2)C(=O)N2C(\C(\C1=CC=C(C=C21)C(=O)OC)=C(\C2=CC=CC=C2)/NC2=CC=C(C=C2)N(C(CN2CCN(CC2)C)=O)C)=O